2-(3-(aminomethyl)-2-((5-bromobenzofuran-3-yl)methoxy)phenyl)acetic acid ethyl ester C(C)OC(CC1=C(C(=CC=C1)CN)OCC1=COC2=C1C=C(C=C2)Br)=O